C(C)(C)(C)OC(=O)N1CC2(C1)OCC(C2)CN2CCN(CC2)C2=CC1=C(N(C(N1C)=O)C1C(NC(CC1)=O)=O)C=C2 7-((4-(1-(2,6-dioxopiperidin-3-yl)-3-methyl-2-oxo-2,3-dihydro-1H-benzo[d]imidazol-5-yl)piperazin-1-yl)methyl)-5-oxa-2-azaspiro[3.4]octane-2-carboxylic acid tert-butyl ester